2-[2-[2-[2-[3-[1-(2,6-dioxo-3-piperidyl)-3-methyl-2-oxo-benzimidazol-4-yl] propoxy] ethoxy]ethoxy]ethoxy]ethylmethanesulfonate O=C1NC(CCC1N1C(N(C2=C1C=CC=C2CCCOCCOCCOCCOCCCS(=O)(=O)[O-])C)=O)=O